(S)-3-(3-(difluoromethoxy)phenyl)-N-(3-(2-hydroxypropan-2-yl)tetrahydrofuran-3-yl)-1-isopropyl-1H-pyrazolo[4,3-b]pyridine-6-carboxamide FC(OC=1C=C(C=CC1)C1=NN(C=2C1=NC=C(C2)C(=O)N[C@@]2(COCC2)C(C)(C)O)C(C)C)F